(2S,4R)-1-((R)-2-acetamido-3-((5-aminopentyl)thio)-3-methylbutanoyl)-4-hydroxy-N-((S)-1-(4-(4-methylthiazol-5-yl)phenyl)ethyl)pyrrolidine-2-carboxamide C(C)(=O)N[C@H](C(=O)N1[C@@H](C[C@H](C1)O)C(=O)N[C@@H](C)C1=CC=C(C=C1)C1=C(N=CS1)C)C(C)(C)SCCCCCN